tert-butyl (9-(3-(7-(4-(2-hydroxyethyl)piperazin-1-yl)-2-methyl-3-phenylpyrazolo[1,5-a]pyrimidin-5-yl)phenyl)non-8-yn-1-yl)carbamate OCCN1CCN(CC1)C1=CC(=NC=2N1N=C(C2C2=CC=CC=C2)C)C=2C=C(C=CC2)C#CCCCCCCCNC(OC(C)(C)C)=O